BrC=1C=C(C(=NC1)N1CCC(CC1)N1CCN(CC1)C)C 1-(1-(5-bromo-3-methylpyridin-2-yl)piperidin-4-yl)-4-methylpiperazine